1-(4-bromo-2-methoxyphenyl)-4-chloropyrido[3,4-d]pyridazine BrC1=CC(=C(C=C1)C1=C2C(=C(N=N1)Cl)C=NC=C2)OC